ClC=1C=CC=2N(N1)C=C(N2)C 6-chloro-2-methyl-imidazo[1,2-b]pyridazine